COC(C1=NC=C(C(=C1)\C=C\[C@@H]1CC[C@H]1C(F)(F)F)OC)=O 5-methoxy-4-((E)-2-(trans-4-(trifluoromethyl)cyclobutyl)vinyl)picolinic acid methyl ester